CC1(OB(OC1(C)C)C=1C=NC(=NC1)N1CCN(CCC1)C(=O)OC(C)(C)C)C tert-butyl 4-[5-(4,4,5,5-tetramethyl-1,3,2-dioxaborolan-2-yl)pyrimidin-2-yl]-1,4-diazepane-1-carboxylate